5-methyl-1-(1-((4'-(methylsulfonylamino)-[1,1'-biphenyl]-4-yl)methyl)-1H-indol-5-yl)-1H-pyrazole-3-carboxamide CC1=CC(=NN1C=1C=C2C=CN(C2=CC1)CC1=CC=C(C=C1)C1=CC=C(C=C1)NS(=O)(=O)C)C(=O)N